ClC1=CC=C(C(=N1)C(=O)NS(=O)(=O)C)N[C@H](C)C=1C=C(C=C2C(N(C(=NC12)N1[C@H]2CC(C[C@@H]1CC2)C=2C=NC(=NC2)C)C)=O)C 6-chloro-3-(((R)-1-(3,6-dimethyl-2-((1R,3S,5S)-3-(2-methylpyrimidin-5-yl)-8-azabicyclo[3.2.1]octan-8-yl)-4-oxo-3,4-dihydroquinazolin-8-yl)ethyl)amino)-N-(methylsulfonyl)picolinamide